O=C1NC2=CC(=CC=C2CC1)C(=O)OC methyl 2-oxo-1,2,3,4-tetrahydroquinoline-7-carboxylate